O[C@@H]1[C@@H]([C@H](CC1)C1=CC(=C(C=C1/C=C/C(=O)N)O)O)C1=CC(=C(C=C1/C=C/C(=O)N)O)O (1S,2S,3S)-3-hydroxycyclopentane-1,2-dicaffeamide